[1-(cyclohexylmethyl)-7-methoxyindol-3-yl]-[(3S)-3,4-dimethylpiperazin-1-yl]methanone C1(CCCCC1)CN1C=C(C2=CC=CC(=C12)OC)C(=O)N1C[C@@H](N(CC1)C)C